C(C)OC(=O)C1=C(SC(=C1C(=O)OCC)N=CC=1SC(=CC1)[N+](=O)[O-])NC(C1=CC=C(C=C1)F)=O 2-(4-fluorobenzamido)-5-(5-nitrothiophen-2-yl)methyleneaminothiophene-3,4-dicarboxylic acid diethyl ester